C(C1=CC=CC=C1)OC1=C2C[C@H](N(CC2=CC=C1OC)C=1OC2=C(N1)C=CC(=C2)Cl)C(=O)OC Methyl (S)-5-(benzyloxy)-2-(6-chlorobenzo[d]oxazol-2-yl)-6-methoxy-1,2,3,4-tetrahydroisoquinoline-3-carboxylate